OCCNS(=O)(=O)C1=C(C=C(C=C1)C=1N=NN(N1)CC1=CC=NC=C1)OC N-(2-hydroxyethyl)-2-methoxy-4-(2-(pyridin-4-ylmethyl)-2H-tetrazol-5-yl)benzenesulfonamide